4-(6-(Piperazin-1-yl)pyridin-3-yl)-5-(quinolin-2-yl)-2,4-dihydro-3H-1,2,4-triazole-3-thione N1(CCNCC1)C1=CC=C(C=N1)N1C(NN=C1C1=NC2=CC=CC=C2C=C1)=S